C(CCC[N-]C=C)[N-]C=C 1,4-Butylenbis(N-vinylamid)